(1R,3S)-3-(3-(2-(2-formyl-3-hydroxy-5-methylphenoxy)acetamido)-1H-pyrazol-5-yl)cyclopentyl (1-methylcyclopropyl)carbamate CC1(CC1)NC(O[C@H]1C[C@H](CC1)C1=CC(=NN1)NC(COC1=C(C(=CC(=C1)C)O)C=O)=O)=O